FC=1C=C(CN2CC(CC(C2)C2=CC=C(C=C2)C(F)(F)F)CC(=O)OC)C=CC1C(F)(F)F anti-methyl 2-(1-(3-fluoro-4-(trifluoromethyl)benzyl)-5-(4-(trifluoromethyl)phenyl)piperidin-3-yl)acetate